FC(CCC(=O)N1CCC(CC1)(C1=NC=CC=C1)F)(F)F 4,4,4-trifluoro-1-(4-fluoro-4-(pyridin-2-yl)piperidin-1-yl)butan-1-one